sec-butylformate C(C)(CC)OC=O